ClC=1C(=NC(=NC1)NC=1C=C(C=CC1)NC(CC)=O)NC1=C(C=C(C=C1)N1CCN(CC1)C)OC N-(3-((5-chloro-4-((2-methoxy-4-(4-methylpiperazin-1-yl)phenyl)amino)pyrimidin-2-yl)amino)phenyl)propionamide